7-[1-(2,2-difluoroethyl)-1H-pyrazolo[3,4-b]pyrazin-6-yl]-2-[2-(trifluoromethyl)pyrimidine-5-carbonyl]-2,7-diazaspiro[3.5]nonane FC(CN1N=CC=2C1=NC(=CN2)N2CCC1(CN(C1)C(=O)C=1C=NC(=NC1)C(F)(F)F)CC2)F